C(C)(C)(C)OC(=O)N1CC2=C(CC1)N=C(N2)C=2C(=CC(=C(C(=O)O)C2)C)C2CCC2 5-(5-(tert-butoxycarbonyl)-4,5,6,7-tetrahydro-3H-imidazo[4,5-c]pyridin-2-yl)-4-cyclobutyl-2-methylbenzoic acid